[(1R,2S)-2-phenylcyclopropyl]benzamide C1(=CC=CC=C1)[C@@H]1[C@@H](C1)C1=C(C(=O)N)C=CC=C1